2-[5,7-difluoro-2-(4-fluorophenyl)-1H-indol-3-yl]acetic acid FC=1C=C2C(=C(NC2=C(C1)F)C1=CC=C(C=C1)F)CC(=O)O